(S)-2-(4-(6-((4-chloro-2-fluoro-5-methylbenzyl)oxy)pyridin-2-yl)-2,5-difluorobenzyl)-1-(4,4-dimethyltetrahydrofuran-3-yl)-1H-benzo[d]imidazole-6-carboxylic acid ClC1=CC(=C(COC2=CC=CC(=N2)C2=CC(=C(CC3=NC4=C(N3[C@@H]3COCC3(C)C)C=C(C=C4)C(=O)O)C=C2F)F)C=C1C)F